4-(dimethylamino)-1-[6-[[5-fluoro-4-(1-isopropyl-4-methoxy-2-methyl-imidazo[4,5-c]pyridin-6-yl)pyrimidin-2-yl]amino]-3-pyridyl]piperidin-2-one CN(C1CC(N(CC1)C=1C=NC(=CC1)NC1=NC=C(C(=N1)C1=CC2=C(C(=N1)OC)N=C(N2C(C)C)C)F)=O)C